[Li].[Mg].[Al] Aluminum-magnesium-lithium